6-(1-(((1R,5S,6r)-3-acetyl-3-azabicyclo[3.1.0]hexan-6-yl)methyl)-5-methyl-1H-pyrazol-4-yl)-4-((3-fluoropyridin-2-yl)thio)pyrazolo[1,5-a]pyridine-3-carbonitrile C(C)(=O)N1C[C@H]2C([C@H]2C1)CN1N=CC(=C1C)C=1C=C(C=2N(C1)N=CC2C#N)SC2=NC=CC=C2F